C(C)(C)(C)OC(=O)[C@@H]1C[C@@H](C1)OCCNC1=C2C(N(C(C2=CC=C1)=O)C1C(NC(CC1)=O)=O)=O cis-tert-butyl-3-(2-[[2-(2,6-dioxopiperidin-3-yl)-1,3-dioxo-2,3-dihydro-1H-isoindol-4-yl]amino]ethoxy)cyclobutane-1-carboxylate